3-(4-fluorophenyl)oxetane-3-amine FC1=CC=C(C=C1)C1(COC1)N